C(CCCCCCC)NC(OC1=CC(=C(C=C1)OCC1=CC=CC=C1)C=1C=NC=C(C1)C1=NN=CN1COCC[Si](C)(C)C)=O 4-(benzyloxy)-3-(5-(4-((2-(trimethylsilyl)ethoxy)methyl)-4H-1,2,4-triazol-3-yl)pyridin-3-yl)phenyl octylcarbamate